N1CC(C1)NC=1C(=C2[C@@](CN(C(C2=CN1)=O)C1=NC=CC=C1F)(C)C1=C(C(=CC=C1)Cl)F)F (4R)-6-[(azetidin-3-yl)amino]-4-(3-chloro-2-fluorophenyl)-5-fluoro-2-(3-fluoropyridin-2-yl)-4-methyl-3,4-dihydro-2,7-naphthyridin-1(2H)-one